(2S,3R,4S,5S,6S)-2-(2-amino-5-(hydroxymethyl)phenoxy)-6-(methoxycarbonyl)tetrahydro-2H-pyran-3,4,5-triyl triacetate C(C)(=O)O[C@H]1[C@@H](O[C@@H]([C@H]([C@@H]1OC(C)=O)OC(C)=O)C(=O)OC)OC1=C(C=CC(=C1)CO)N